C(#C)C1=NC(=CC(=C1)C(=O)[O-])C#C 2,6-diethynylpyridine-4-carboxylate